C(C)NC=1C=C(C=CC1C1=NN=NN1)C1=CC(=NC=N1)NCCN1C(=CC2=CC=CC=C12)C {6-[3-Ethylamino-4-(1H-tetrazol-5-yl)-phenyl]-pyrimidin-4-yl}-[2-(2-methyl-indol-1-yl)-ethyl]-amine